C(CCCCC)N n-hexyl-amine